(S)-binaphthol C1=CC=C2C(=C1)C=CC(=C2C3=C(C=CC4=CC=CC=C43)O)O